C(C)(C)C1=C(NC2=CC=C(C=C12)C1CCN(CC1)CC(=O)N(C)C)C1=CC=2N(C=C1)N=CC2 2-(4-(3-isopropyl-2-(pyrazolo[1,5-a]pyridin-5-yl)-1H-indol-5-yl)piperidin-1-yl)-N,N-dimethylacetamide